acryl-sulfonate C(=O)(C=C)S(=O)(=O)[O-]